C1(CCC1)N1C(=NC2=NC(=NC(=C12)N1CCOCCC1)OCC12CCCN2CCC1)C(=O)C1=CC(=CC2=CC=C(C(=C12)C#C)F)O {7-Cyclobutyl-6-(1,4-oxazepan-4-yl)-2-[(tetrahydro-1H-pyrrolizin-7a(5H)-yl)methoxy]-7H-purin-8-yl}(8-ethynyl-7-fluoro-3-hydroxynaphthalen-1-yl)methanone